ClC=1C=C(C=C(C1)NS(=O)(=O)C)NC(=O)C1=CN(C(=C1)C1=NC=C(C=C1)N1CC(C1)(C)F)C N-(3-chloro-5-(methylsulfonylamino)phenyl)-5-(5-(3-fluoro-3-methylazetidin-1-yl)pyridin-2-yl)-1-methyl-1H-pyrrole-3-carboxamide